OC1=CC(=C(C(/C=C/C2=CC=C(C=C2)OC)=O)C=C1)C 4'-Hydroxy-4-methoxy-2'-methylchalcone